O=C([C@H](O)[C@@H](O)[C@H](O)[C@H](O)CO)[O-].O=C([C@H](O)[C@@H](O)[C@H](O)[C@H](O)CO)[O-].[Mg+2] Magnesium gluconate D(-)-gluconate